OC1=C(C(=O)NCCCCCCCC(=O)O)C=CC=C1 8-(2-hydroxybenzoyl-amino)caprylic acid